OC1=C(C(=O)O)C(=C(C(=C1C(F)(F)F)OC(C1=C(C=C(C=C1C)OCOC)OC)=O)C)C 2-hydroxy-4-((2-methoxy-4-(methoxymethoxy)-6-methylbenzoyl)oxy)-5,6-dimethyl-3-(trifluoromethyl)benzoic acid